chloro β-D-galactopyranoside O([C@H]1[C@H](O)[C@@H](O)[C@@H](O)[C@H](O1)CO)Cl